4-(3-isopropyl-5-(piperidin-4-yl)-1H-indol-2-yl)-3-methyl-1H-pyrazolo[3,4-b]pyridine C(C)(C)C1=C(NC2=CC=C(C=C12)C1CCNCC1)C1=C2C(=NC=C1)NN=C2C